C(CCC\C=C/C\C=C/C\C=C/CCCCCCCC)(=O)O (5Z,8Z,11Z)-icosa-5,8,11-trienoic acid